The molecule is dianion of 2-methylpropanoyl phosphate arising from deprotonation of the phosphate OH groups; major species at pH 7.3. It is a conjugate base of a 2-methylpropanoyl phosphate. CC(C)C(=O)OP(=O)([O-])[O-]